Pyridine-3-boronic acid 1,3-propanediol ester B1(OCCCO1)C2=CN=CC=C2